3-fluoro-6-methoxy-4-(1-(3-methyloxetan-3-yl)-6-(1H-pyrazol-4-yl)-1H-benzo[d]imidazol-2-yl)benzene-1,2-diol FC1=C(C(=C(C=C1C1=NC2=C(N1C1(COC1)C)C=C(C=C2)C=2C=NNC2)OC)O)O